ClC=1C=C(C=C(C1)Cl)C1=CC=CC=2C(=C(SC21)C(=O)N[C@H]2CCOC1=CC=CC=C21)C(C)C 7-(3,5-Dichlorophenyl)-N-[(4S)-3,4-dihydro-2H-chromen-4-yl]-3-isopropyl-1-benzothiophene-2-carboxamide